C(C)(=O)N[C@@H](C=O)[C@@H](O)[C@@H](O)[C@H](O)CO 2-(acetamido)-2-deoxy-D-galactose